N,N'-{(9-benzyl-1,5,9-triazacyclododecane-1,5-diyl)bis[methylene(2-hydroxy-5-methyl-3,1-phenylene)]}bis(2,3-dihydroxypropanamide) C(C1=CC=CC=C1)N1CCCN(CCCN(CCC1)CC=1C(=C(C=C(C1)C)NC(C(CO)O)=O)O)CC=1C(=C(C=C(C1)C)NC(C(CO)O)=O)O